2,2'-((2R,6S)-1-(4-(tetrahydro-2H-pyran-2-yloxy)butyl)piperidine-2,6-diyl)bis(3-methylpyridine) O1C(CCCC1)OCCCCN1[C@H](CCC[C@H]1C1=NC=CC=C1C)C1=NC=CC=C1C